(R)-6-(4-chlorophenyl)-4-(2-(hydroxymethyl)pyrrolidine-1-carbonyl)-2-(1-methyl-1H-pyrazol-4-yl)pyridazin-3(2H)-one ClC1=CC=C(C=C1)C=1C=C(C(N(N1)C=1C=NN(C1)C)=O)C(=O)N1[C@H](CCC1)CO